(R)-5-chloro-2-fluoro-4-(1-(2-fluorophenyl)ethoxy)-N-(thiazol-2-yl)benzenesulfonamide ClC=1C(=CC(=C(C1)S(=O)(=O)NC=1SC=CN1)F)O[C@H](C)C1=C(C=CC=C1)F